(4R,5R,6R)-4,5-bis(benzyloxy)-6-[(benzyloxy)methyl]oxane-3-carbaldehyde C(C1=CC=CC=C1)O[C@@H]1C(CO[C@@H]([C@@H]1OCC1=CC=CC=C1)COCC1=CC=CC=C1)C=O